C[C@@H]1[C@@H]([C@@H]([C@H]([C@H](O1)O[C@H]2[C@@H]([C@@H]([C@@H](O[C@@H]2C(=O)[O-])O[C@@H]3[C@H](O[C@@H]([C@@H]([C@H]3O)NC(=O)C)OP(=O)([O-])OP(=O)([O-])OC/C=C(/C)\\CC/C=C(/C)\\CC/C=C(/C)\\CC/C=C(/C)\\CC/C=C(/C)\\CC/C=C(/C)\\CC/C=C(/C)\\CC/C=C(/C)\\CC/C=C(\\C)/CC/C=C(\\C)/CCC=C(C)C)CO)NC(=O)C)O)O)O)NC(=O)C The molecule is an organophosphate oxoanion resulting from deprotonation of the carboxy and phosphate OH groups of alpha-D-FucNAc4-(1->4)-beta-D-ManNAcA-(1->4)-alpha-D-GlcNAc-undecaprenyl diphosphate; major species at pH 7.3. It is an organophosphate oxoanion, a monocarboxylic acid anion and a carbohydrate acid derivative anion. It is a conjugate base of an alpha-D-FucNAc4-(1->4)-beta-D-ManNAcA-(1->4)-D-GlcNAc-undecaprenyl diphosphate.